C1N(CCC2=CC=CC=C12)C[C@H](CN1CCN(C2=C(C1=O)C=CC(=C2)OCC2CN(CCC2)C)C)O 4-[(2R)-3-(3,4-dihydro-1H-isoquinolin-2-yl)-2-hydroxy-propyl]-1-methyl-8-[(1-methyl-3-piperidyl)methoxy]-2,3-dihydro-1,4-benzodiazepin-5-one